N[C@H](C)C1=C2N=C(C(=NC2=CC(=C1)C)C#N)N1CC2=CC=CC=C2C1 (R)-5-(1-aminoethyl)-3-(isoindolin-2-yl)-7-methylquinoxaline-2-carbonitrile